C1(=CC=C(C=C1)C)OS(=O)(=O)O.NC1=C(C(=O)NC2CCCCC2)C=C(C=N1)C1=CC(=CC=C1)C(=O)N1CCOCC1 2-amino-N-cyclohexyl-5-(3-(morpholine-4-carbonyl)phenyl)nicotinamide p-Cresylsulfate